Methyl (2S)-1-[(3,4-diamino-2-fluorophenyl)methyl]pyrrolidine-2-carboxylate NC=1C(=C(C=CC1N)CN1[C@@H](CCC1)C(=O)OC)F